N1CC(C1)N(C=1C=CC(=C(C(=O)N[C@H](C)C2=C3C=CN(C3=CC=C2)CC2CCC2)C1)C)C (R)-5-(azetidin-3-yl(methyl)amino)-N-(1-(1-(cyclobutylmethyl)-1H-indol-4-yl)ethyl)-2-methylbenzamide